OCC(C1=NC=CC=C1)NC(=O)C1=CC2=CC(=CC(=C2C=C1)C1=CC=C(C=C1)C(F)(F)F)OC N-(2-Hydroxy-1-(pyridin-2-yl)ethyl)-7-methoxy-5-(4-(trifluoromethyl)phenyl)-2-naphthamide